(4E)-11,11-dipropyloxy-4-undecenyltrimethylphosphonium iodide [I-].C(CC)OC(CCCCC/C=C/CCC[P+](C)(C)C)OCCC